BrC1=CC=C(C=C1)N(C1=CC=C(C=C1)\C=C\C=C\C=C/C)C1=CC=CC=2C(C3=CC=CC=C3C12)(C)C (4-bromophenyl)-(9,9-dimethyl-9H-fluoren-4-yl)-{4-[(E)-((Z)-1-propenyl)buta-1,3-dienyl]phenyl}amine